N1CCC2=CC=CN=C12 2,3-dihydro-7-azaindole